ethyl 5-(3-((tert-butoxycarbonyl)amino)-3-(methylcarbamoyl)piperidin-1-yl)thiazole-4-carboxylate C(C)(C)(C)OC(=O)NC1(CN(CCC1)C1=C(N=CS1)C(=O)OCC)C(NC)=O